(2S)-1-[2-[4'-fluoro-2'-oxo-3-(2-tritylpyrazolo[4,3-b]pyridin-5-yl)oxy-spiro[cyclobutane-1,3'-indoline]-1'-yl]acetyl]pyrrolidine-2-carbonitrile FC1=C2C3(C(N(C2=CC=C1)CC(=O)N1[C@@H](CCC1)C#N)=O)CC(C3)OC=3C=CC=1C(N3)=CN(N1)C(C1=CC=CC=C1)(C1=CC=CC=C1)C1=CC=CC=C1